erbium (2,2,6,6-tetramethyl-3,5-heptanedione) CC(C)(C(CC(C(C)(C)C)=O)=O)C.[Er]